2-ethylhexanoyl (tert-butyl) peroxide C(C)(C)(C)OOC(C(CCCC)CC)=O